3-aminoadamantanol NC12CC3(CC(CC(C1)C3)C2)O